methyl 2-((2-(((tert-butoxycarbonyl) (2-(6-methoxy-3-nitropyridin-2-yl) ethyl)-amino) methyl)-3-chloro-4-fluorophenyl) amino)-5-fluoro-4-(trifluoromethyl)-benzoate C(C)(C)(C)OC(=O)N(CCC1=NC(=CC=C1[N+](=O)[O-])OC)CC1=C(C=CC(=C1Cl)F)NC1=C(C(=O)OC)C=C(C(=C1)C(F)(F)F)F